(1S,2S,5R)-1-hydroxy-N-[(1S)-3-(4-hydroxyphenyl)-1-methyl-propyl]-2-isopropyl-5-methyl-cyclohexanecarboxamide O[C@@]1([C@@H](CC[C@H](C1)C)C(C)C)C(=O)N[C@H](CCC1=CC=C(C=C1)O)C